(2S,3R)-3-(3-fluorophenyl)pyrrolidine-2-carboxylic acid FC=1C=C(C=CC1)[C@@H]1[C@H](NCC1)C(=O)O